2-[4-[[(2R)-2-aminobutyl]amino]pyrimidin-2-yl]-4-(1-methylpyrazol-4-yl)phenol N[C@@H](CNC1=NC(=NC=C1)C1=C(C=CC(=C1)C=1C=NN(C1)C)O)CC